N1C=CC2=C(C=CC=C12)C=1N=C(C(N(C1)C1CCOCC1)=O)N1[C@@H](COCC1)C (R)-5-(1H-indol-4-yl)-3-(3-methylmorpholino)-1-(tetrahydro-2H-pyran-4-yl)pyrazin-2(1H)-one